(4-fluoro-2-(3-methyl-1,2,4-oxadiazol-5-yl)phenyl)((1S,4S,6R)-6-((5-(trifluoromethyl)pyridin-2-yl)amino)-2-azabicyclo[2.2.1]heptan-2-yl)methanone FC1=CC(=C(C=C1)C(=O)N1[C@@H]2[C@@H](C[C@H](C1)C2)NC2=NC=C(C=C2)C(F)(F)F)C2=NC(=NO2)C